COC1=CC=C(OC(C(=O)NC2[C@H]3CC4(CC(C[C@H]2C4)C3)C(=O)N)(C)C)C=C1 (1s,3r,5s,7s)-4-(2-(4-methoxyphenoxy)-2-methylpropionamido)adamantane-1-carboxamide